ClC1=CC=C(C=C1)[C@@H](C)N1N=C2N([C@H](CCC2)C(=O)O)C1=O |r| (5RS)-2-[(1RS)-1-(4-chlorophenyl)ethyl]-3-oxo-2,3,5,6,7,8-hexahydro[1,2,4]triazolo[4,3-a]pyridine-5-carboxylic acid